C(C)(C)(C)C1=C(C=CC=C1NC1=NC(=NC(=N1)NC(C)C)C1=CC=CC=C1)S(=O)(=O)N tert-butyl-3-(4-(isopropylamino)-6-phenyl-1,3,5-triazin-2-ylamino)benzenesulfonamide